C1CCC2=CC(=CC=C12)OCC1=CC=C(O1)C(=O)N1CCN(CC1)C1=NC2=CC=CC=C2C(N1)=O 2-[4-[5-(Indan-5-yloxymethyl)furan-2-carbonyl]piperazin-1-yl]-3H-quinazolin-4-one